1-(4-bromophenyl)azetidine-3-carboxylic acid BrC1=CC=C(C=C1)N1CC(C1)C(=O)O